3-(1-benzyl-6-cyclopropyl-1H-pyrazolo[3,4-b]pyridin-4-yl)-2-(5-fluoropyridin-2-yl)-6,6-dimethyl-6,7-dihydro-4H-pyrazolo[5,1-c][1,4]oxazine C(C1=CC=CC=C1)N1N=CC=2C1=NC(=CC2C=2C(=NN1C2COC(C1)(C)C)C1=NC=C(C=C1)F)C1CC1